Glycylleucine NCC(=O)N[C@@H](CC(C)C)C(=O)O